dicarboxyl-sulfonic acid C(=O)(O)OS(=O)(=O)C(=O)O